CC1=NC=CC(=C1)C1=CC=2C=NC(=CC2N1)N[C@@H]1COCC1 (S)-2-(2-methylpyridin-4-yl)-N-(tetrahydrofuran-3-yl)-1H-pyrrolo[3,2-c]pyridine-6-amine